2-(3-(4-methylpiperazine-1-carbonyl)-1H-pyrazol-1-yl)benzonitrile CN1CCN(CC1)C(=O)C1=NN(C=C1)C1=C(C#N)C=CC=C1